Carbon Fluoride C(F)(F)(F)F